2-{[(4aS,7aR)-1-methyl-octahydro-1H-cyclopenta[b]pyridin-4a-yl]methoxy}-7-[8-ethynyl-7-fluoro-3-(methoxymethoxy)naphthalen-1-yl]-8-fluoro-4-(1,4-oxazepan-4-yl)quinazoline CN1[C@H]2[C@@](CCC1)(CCC2)COC2=NC1=C(C(=CC=C1C(=N2)N2CCOCCC2)C2=CC(=CC1=CC=C(C(=C21)C#C)F)OCOC)F